CC=1C=C(C=C(C1)C)C1=CN=C2C(=N1)N(C=C2)C2=CC(=C(C(=O)O)C=C2)O[C@H]2CNCC2 (R)-4-(3-(3,5-dimethylphenyl)-5H-pyrrolo[2,3-b]pyrazin-5-yl)-2-(pyrrolidin-3-yloxy)benzoic acid